4,6-dichloro-2-(4-((2-fluoroethyl)sulfonyl)benzyl)-5-(2-(trifluoromethyl)phenyl)-1H-benzo[d]imidazole ClC1=C(C(=CC=2NC(=NC21)CC2=CC=C(C=C2)S(=O)(=O)CCF)Cl)C2=C(C=CC=C2)C(F)(F)F